C(=CCCCCCCCCCC)NCCC(=O)[O-].[Na+] Sodium β-dodecenylaminopropionate